FC1=CC=C(C=C1)C1=CSC=2N1C(C=CN2)=O 3-(4-fluoro-phenyl)-thiazolo[3,2-a]pyrimidin-5-one